(trifluoromethyl)1-methyl-1H-pyrazole-4-carboxylic acid FC(F)(F)C1=NN(C=C1C(=O)O)C